COC(=O)[C@@H]1C[C@H](CCC1)OC=1C(=NC(=CC1)C=1N=NN(C1CNC1=NC=NC(=N1)C1=CC=CC=C1)C)C (1s,3s)-3-((2-methyl-6-(1-methyl-5-(((4-phenyl-1,3,5-triazin-2-yl)amino)methyl)-1H-1,2,3-triazol-4-yl)pyridin-3-yl)oxy)cyclohexanecarboxylic acid methyl ester